tert-butyl 3-hydroxymethyl-3-(4-((3-methyl-4-((1-methyl-1H-benzo[d]imidazol-5-yl)oxy)phenyl)amino)pyrimidine-5-carboxamido)piperidine-1-carboxylate OCC1(CN(CCC1)C(=O)OC(C)(C)C)NC(=O)C=1C(=NC=NC1)NC1=CC(=C(C=C1)OC1=CC2=C(N(C=N2)C)C=C1)C